5-(trifluoromethyl)-3-[[(1R,3S)-3-[4-[5-(trifluoromethyl)pyrimidin-2-yl]piperazine-1-carbonyl]cyclopentyl]amino]-1H-pyridazin-6-one FC(C1=CC(=NNC1=O)N[C@H]1C[C@H](CC1)C(=O)N1CCN(CC1)C1=NC=C(C=N1)C(F)(F)F)(F)F